CNC(=O)C=1C=C(OC2=CC=C(C=N2)C(=O)OC)C=CC1 Methyl 6-[3-(methylcarbamoyl)phenoxy]pyridine-3-carboxylate